1-(Naphthalin-1-yl)-5-(trifluoromethyl)-N-(2-(trifluoromethyl)pyridin-4-yl)-1H-pyrazol-4-carboxamid C1(=CC=CC2=CC=CC=C12)N1N=CC(=C1C(F)(F)F)C(=O)NC1=CC(=NC=C1)C(F)(F)F